(S)-tert-butyl 3-(((tert-butyldiphenylsilyl)oxy)methyl)-4-(4-(methoxycarbonyl)phenyl)piperazine-1-carboxylate [Si](C1=CC=CC=C1)(C1=CC=CC=C1)(C(C)(C)C)OC[C@@H]1CN(CCN1C1=CC=C(C=C1)C(=O)OC)C(=O)OC(C)(C)C